NC1=CC=C(C=2CCOC21)P2(C=CC=C2)=O 1-(7-amino-2,3-dihydrobenzofuran-4-yl)phosphol-1-oxide